2-(6,8-difluoro-3,4-dihydronaphthalen-1-yl)-4,4,5,5-tetramethyl-1,3,2-dioxaborolane FC=1C=C2CCC=C(C2=C(C1)F)B1OC(C(O1)(C)C)(C)C